C12(CCC(CC1)CC2)[C@H](O)C=2C(=C(C=C1C=NNC21)Cl)F (S)-bicyclo[2.2.2]Oct-1-yl-(5-chloro-6-fluoro-1H-indazol-7-yl)methanol